BrCCCOC1=CC=C(C=C1)C\C=C\C=1SC=CC1 (E)-1-(4-(3-bromopropyloxy)phenyl)-3-(thiophen-2-yl)prop-2-en